1,1,1,17,17,17-hexafluoroheptadecan-9-yl 8-((3-hydroxypropyl)(6-oxo-6-((11,11,11-trifluoroundecyl)oxy)hexyl)amino)octanoate OCCCN(CCCCCCCC(=O)OC(CCCCCCCC(F)(F)F)CCCCCCCC(F)(F)F)CCCCCC(OCCCCCCCCCCC(F)(F)F)=O